ClC1=C(C(=CC=C1)Cl)C1=NOC(=C1COC=1C=C(COC2=CC=C(C=C2)C2=CC(=CC=C2)C(=O)O)C=CC1)C(C)C 4'-((3-((3-(2,6-dichlorophenyl)-5-isopropylisoxazol-4-yl)methoxy)benzyl)oxy)-[1,1'-biphenyl]-3-carboxylic acid